CC1=C(C(=CC=C1)C)C1=CC(=NC(=C1)C(F)(F)F)[C@H](CC(=O)OC)NC(C(CC(C)C)N1C(C=CC=C1)=O)=O methyl (3S)-3-(4-(2,6-dimethylphenyl)-6-(trifluoromethyl)pyridin-2-yl)-3-(4-methyl-2-(2-oxopyridin-1(2H)-yl)pentanamido)propanoate